(S)-N-(6-(5-cyclopropyl-1,2,4-oxadiazol-3-yl)-2,3-dihydrobenzofuran-3-yl)-1,3-dimethyl-1H-pyrazole-5-carboxamide C1(CC1)C1=NC(=NO1)C1=CC2=C([C@@H](CO2)NC(=O)C2=CC(=NN2C)C)C=C1